6-(4-((2s,6S)-4-acryloyl-6-(cyanomethyl)morpholin-2-yl)-6-chloropyridin-2-yl)-N-methylpyrimidine-4-carboxamide C(C=C)(=O)N1C[C@@H](O[C@H](C1)CC#N)C1=CC(=NC(=C1)Cl)C1=CC(=NC=N1)C(=O)NC